Phosphoric Acid Triacrylate C(C=C)(=O)O.C(C=C)(=O)O.C(C=C)(=O)O.P(O)(O)(O)=O